C(C)(C)(C)OC(=O)NC1[C@H]2CCN(CC[C@@H]12)C(=O)OCC1=CC=CC=C1 benzyl (1r,7s,8r)-8-((tert-butoxycarbonyl) amino)-4-azabicyclo[5.1.0]octane-4-carboxylate